C12(CC3CC(CC(C1)C3)C2)CN(C(=O)C=2N=NC(=CC2)N2CCNCC2)C N-(1-adamantylmethyl)-N-methyl-6-piperazin-1-yl-pyridazin-3-carboxamide